BrC=1C(=NC=CC1N1N=CC(=C1C(F)(F)F)C(=O)NC=1C=NC(=C(C1)C#N)N1N=CC=N1)C 1-(3-bromo-2-methylpyridin-4-yl)-N-(5-cyano-6-(2H-1,2,3-triazol-2-yl)pyridin-3-yl)-5-(trifluoromethyl)-1H-pyrazole-4-carboxamide